FC=1C=CC(=NC1)C(N1C[C@@H](N(C[C@H]1C)C1=CC(N(C=2C=CC(=NC12)C#N)C)=O)C)C1=CC=C(C=C1)OC(F)(F)F 8-((2s,5r)-4-((5-fluoropyridin-2-yl)(4-(trifluoromethoxy)phenyl)methyl)-2,5-dimethylpiperazin-1-yl)-5-methyl-6-oxo-5,6-dihydro-1,5-naphthyridine-2-carbonitrile